(2R,3R,4S,5S)-2-(6-amino-9H-purin-9-yl)-5-((R)-1-(3,4-difluorophenyl)-1-hydroxyethyl)tetrahydrofuran-3,4-diol NC1=C2N=CN(C2=NC=N1)[C@@H]1O[C@@H]([C@H]([C@H]1O)O)[C@](C)(O)C1=CC(=C(C=C1)F)F